ClC=1C=C(C=CC1Cl)C1=CN=C(N1)[C@H](C(C)C)NC(C(CC(C)C)P(O)(O)=O)=O (1-(((S)-1-(5-(3,4-dichlorophenyl)-1H-imidazol-2-yl)-2-methylpropyl)amino)-4-methyl-1-Oxopentane-2-yl)phosphonic acid